methyl 3-(N-(cyclopropylmethyl)-4-fluorobenzoylamino)-2-fluorobenzoate C1(CC1)CN(C=1C(=C(C(=O)OC)C=CC1)F)C(C1=CC=C(C=C1)F)=O